1,6-hexylenediphosphonic acid C(CCCCCP(O)(O)=O)P(O)(O)=O